gamma-linolenoic acid C(CCCC\C=C/C\C=C/C\C=C/CCCCC)(=O)O